NC(C(=O)O)(CCCCB(O)O)CC(=O)OC 2-amino-6-borono-2-(2-methoxy-2-oxoethyl)hexanoic acid